COCCOCCOCCOC=1C=C(C(=O)N)C=C(C1OCCOCCOCCOC)OCCOCCOCCOC 3,4,5-tris(2-(2-(2-methoxyethoxy)ethoxy)ethoxy)benzamide